(6-Benzyl-6-methoxy-2-azaspiro[3.3]heptan-2-yl)((1s,3s)-3-hydroxy-3-methylcyclobutyl)methanon C(C1=CC=CC=C1)C1(CC2(CN(C2)C(=O)C2CC(C2)(C)O)C1)OC